(difluoromethyl)-5'-methoxy-6-(6-oxopyridazin-1(6H)-yl)-[4,4'-bipyridine]-3-carboxylic acid FC(F)C1=NC(=CC(=C1C(=O)O)C1=CC=NC=C1OC)N1N=CC=CC1=O